(R)-4-amino-N-((5-cyanopyridin-2-yl)methyl)-N-(1-(pyrimidin-2-yl)ethyl)-1,3-dihydrofuro[3,4-c][1,7]naphthyridine-8-carboxamide NC1=NC=2C=NC(=CC2C2=C1COC2)C(=O)N([C@H](C)C2=NC=CC=N2)CC2=NC=C(C=C2)C#N